6-(4-methyl-1H-imidazol-1-yl)-4-(trifluoromethyl)picolinic acid CC=1N=CN(C1)C1=CC(=CC(=N1)C(=O)O)C(F)(F)F